tetra-n-hexylcyclobutane-1,3-diol C(CCCCC)C1(C(C(C1O)(CCCCCC)CCCCCC)O)CCCCCC